C(C)(C)(C)N1N=NC(=C1)C(=O)N[C@H]1C2=C(CN(CC1)C1COCC1)C=C(C=C2)C2=NC(=NC=C2)NC=2C=NN(C2)C 1-(tert-butyl)-N-((5R)-8-(2-((1-methyl-1H-pyrazol-4-yl)amino)pyrimidin-4-yl)-2-(tetrahydrofuran-3-yl)-2,3,4,5-tetrahydro-1H-benzo[c]azepin-5-yl)-1H-1,2,3-triazole-4-carboxamide